((R)-3-(4-(butoxycarbonyl)piperazin-1-yl)-2-(6-((S)-3-methoxypyrrolidin-1-yl)-2-phenylpyrimidine-4-carboxamido)-3-oxopropyl)phosphonic acid hydrochloride Cl.C(CCC)OC(=O)N1CCN(CC1)C([C@H](CP(O)(O)=O)NC(=O)C1=NC(=NC(=C1)N1C[C@H](CC1)OC)C1=CC=CC=C1)=O